O1CCC2=C1C(=CC=C2)B(O)O (2,3-dihydrobenzofuran-7-yl)boronic acid